N-(5-fluoro-2-methylpyridin-4-yl)-5-(4-(4-fluorophenyl)-1-(4-fluorotetrahydrofuran-3-yl)-1H-imidazol-5-yl)furan-2-carboxamide FC=1C(=CC(=NC1)C)NC(=O)C=1OC(=CC1)C1=C(N=CN1C1COCC1F)C1=CC=C(C=C1)F